2-bromo-5-iodo-1,3-dimethylbenzene BrC1=C(C=C(C=C1C)I)C